NC=CC[C@@]1([C@H](O)[C@H](O)[C@@H](CO)O1)N1C(=O)N=C(N)C=C1 3-Aminoallylcytidine